CC1=NC(=NC(=C1)C)S(=O)(=O)F 4,6-dimethylpyrimidine-2-sulfonyl fluoride